FC1=CC=C(C=C1)NC1=NC=C(C(=N1)N1C(=NC(=C1)C(=O)NC(CO)C1=CC=CC=C1)C)C 1-(2-((4-fluorophenyl)amino)-5-methylpyrimidin-4-yl)-N-(2-hydroxy-1-phenylethyl)-2-methyl-1H-imidazole-4-carboxamide